FC(C1=NN=C(O1)C1=CC(N(C=C1)CC(C(=O)OCC1=CC=CC=C1)C1=CC=CC=C1)=O)F benzyl 3-(4-(5-(difluoromethyl)-1,3,4-oxadiazol-2-yl)-2-oxopyridin-1(2H)-yl)-2-phenylpropionate